tert-butyl (4-(2-bromopyrazolo[1,5-a]pyrimidin-7-yl)-2-methylbenzyl)carbamate BrC1=NN2C(N=CC=C2C2=CC(=C(CNC(OC(C)(C)C)=O)C=C2)C)=C1